C(=O)(O)CN(CC(=O)O)CC1=C(C(=CC(=C1)C(C1=CC=CC=C1)=O)CN(CC(=O)O)CC(=O)O)O 2,6-bis[N,N-bis(carboxymethyl)-aminomethyl]-4-benzoyl-phenol